3-bromo-1-(trimethylsilyl)-1-propyne BrCC#C[Si](C)(C)C